CC1=CN=CC(=N1)N1CCC(CC1)CN1N=C(C=CC1=O)N1N=CN=C1 2-[[1-(6-methylpyrazin-2-yl)piperidin-4-yl]methyl]-6-(1,2,4-triazol-1-yl)pyridazin-3-one